methyl 1-(3-nitro-4-((3S,5R)-3,4,5-trimethylpiperazin-1-yl)phenyl)-1H-1,2,3-triazole-4-carboxylate [N+](=O)([O-])C=1C=C(C=CC1N1C[C@@H](N([C@@H](C1)C)C)C)N1N=NC(=C1)C(=O)OC